Glycerol alpha-monooleate CCCCCCCC/C=C\CCCCCCCC(=O)OCC(CO)O